F[C@H]1CN(CC[C@H]1NC1=NN2C(C(=N1)OC)=C(C=C2[2H])C=2C=CC1=C(N(N=N1)CCF)C2)C2COC2 N-((3S,4R)-3-fluoro-1-(oxetan-3-yl)piperidin-4-yl)-5-(1-(2-fluoroethyl)-1H-benzo[d][1,2,3]triazol-6-yl)-4-methoxypyrrolo[2,1-f][1,2,4]triazin-7-d-2-amine